methyl 3-((3-(((tert-butyldiphenylsilyl)oxy)methyl)phenoxy)methyl)-4-methoxybenzoate [Si](C1=CC=CC=C1)(C1=CC=CC=C1)(C(C)(C)C)OCC=1C=C(OCC=2C=C(C(=O)OC)C=CC2OC)C=CC1